1,6,7,8-tetrahydro-10H-pyrano[3,4-f]indolizine-3,10(4H)-dione C1OC(CC2=C1C(N1CCCC1=C2)=O)=O